bis(di-tert-butylphenyl)-phenyl-phenylphosphonous acid C(C)(C)(C)C=1C(=C(C=CC1)C1=C(C(=C(C=C1)P(O)O)C1=CC=CC=C1)C1=C(C(=CC=C1)C(C)(C)C)C(C)(C)C)C(C)(C)C